ClC=1C=C(C=CC1)N(S(=O)(=O)N(C)C)CC=1SC(=CN1)C=1OC(=NN1)C(F)F [(3-chlorophenyl)({5-[5-(difluoromethyl)-1,3,4-oxadiazol-2-yl]-1,3-thiazol-2-yl}methyl)sulfamoyl]dimethylamine